6-(2-hydroxy-2-methylpropoxy)-4-(6-(6-((1-isopropyl-1H-pyrazol-4-yl)methyl)-3,6-diazabicyclo[3.1.1]heptan-3-yl)pyridin-3-yl)pyrazolo[1,5-a]pyridine-3-carbonitrile OC(COC=1C=C(C=2N(C1)N=CC2C#N)C=2C=NC(=CC2)N2CC1N(C(C2)C1)CC=1C=NN(C1)C(C)C)(C)C